3-[(2-Fluoro-4-iodophenyl)amino]pyridine-4-carbaldehyde FC1=C(C=CC(=C1)I)NC=1C=NC=CC1C=O